FC1=CC=2C=3N(C(=NC2C=C1)NC=1C(N=CC=CC1)=O)N=C(N3)C3=C(C=CC=C3)F (3R)-3-{[9-fluoro-2-(2-fluorophenyl)[1,2,4]triazolo[1,5-c]quinazolin-5-yl]amino}azepin-2-one